BrC1=CC2=C(N=C(N=C2N[C@H](C)C=2C(=C(C=CC2)C(C(C(C)(C)C)O)(F)F)F)C)C=N1 1-(3-{(1R)-1-[(6-bromo-2-methylpyrido[3,4-d]pyrimidin-4-yl)amino]ethyl}-2-fluorophenyl)-1,1-difluoro-3,3-dimethylbutan-2-ol